N1-(6-((2R,6S)-2-ethyl-6-methylmorpholino)-2-methylpyridin-3-yl)cyclohexane-1,4-diamine C(C)[C@H]1O[C@H](CN(C1)C1=CC=C(C(=N1)C)NC1CCC(CC1)N)C